5-bromo-2-(((tert-butyldimethylsilyl)oxy)methyl)-3-chloropyridine BrC=1C=C(C(=NC1)CO[Si](C)(C)C(C)(C)C)Cl